FC=1C=C(CC#N)C=C(C1)C(F)(F)F 3-fluoro-5-(trifluoromethyl)benzyl cyanide